CC1=C(C=CC=C1C(F)(F)F)[C@@H](C)NC1=NC=CC2=CN=C(C=C12)N1CCNCC1 (R)-N-(1-(2-methyl-3-(trifluoromethyl)phenyl)ethyl)-7-(piperazin-1-yl)-2,6-naphthyridin-1-amine